2-(3-chloro-4-fluorophenyl)-5-amino-4-hydroxy-3(2H)-furanone ClC=1C=C(C=CC1F)C1OC(=C(C1=O)O)N